COC1=C(C=C2CC(C(C2=C1)NC(O[C@@H]1CN2CCC1CC2)=O)(C)C)C2=CC(=CC=C2)OCCC (S)-quinuclidin-3-yl (6-methoxy-2,2-dimethyl-5-(3-propoxyphenyl)-2,3-dihydro-1H-inden-1-yl)carbamate